COC=1C=C(C=CC1OC)C=1C=CC=2C(C3=CC=C(C=C3C2C1)C1=CC(=C(C=C1)OC)OC)=O 3,6-bis(3,4-dimethoxyphenyl)-9H-fluoren-9-one